7-(phenylsulfinyl)pyrido[3,4-d]pyridazin-4(3H)-one C1(=CC=CC=C1)S(=O)C1=CC2=C(C(NN=C2)=O)C=N1